Aluminium Magnesium Hydroxide Nitrate [N+](=O)([O-])[O-].[OH-].[Mg+2].[Al+3]